C(OC[C@H](C(C)C)OP(=O)(OCC1=CC=CC=C1)OCC1=CC=CC=C1)(OCCl)=O (S)-2-((bis(benzyloxy)phosphoryl)oxy)-3-methylbutyl (chloromethyl) carbonate